C(C1=CC=CC=C1)SSCC1=CC=CC=C1 1,2-dibenzyl-disulfane